1-isopropyl-3-(7-(5-(3-(piperidin-1-yl)propoxy)pyridin-3-yl)quinoxalin-2-yl)urea C(C)(C)NC(=O)NC1=NC2=CC(=CC=C2N=C1)C=1C=NC=C(C1)OCCCN1CCCCC1